FC=1C(=NC=C(C1)F)[C@H](C)NC(CC=1C(NC2=CC=C(C(=C2C1)C)OC)=O)=O (S)-N-(1-(3,5-difluoropyridin-2-yl)ethyl)-2-(6-methoxy-5-methyl-2-oxo-1,2-dihydroquinolin-3-yl)acetamide